CC=CCOCCO 2-hydroxyethyl (methyl)allyl ether